1,2-dipropylcyclohexane C(CC)C1C(CCCC1)CCC